CC(C(=O)C1=C(C=CC=C1)C)C1=CC=CC=C1 2,2'-dimethyl-2-phenylacetophenone